C(C)(=O)NC1=C(C=C(C=C1)N(C(C1=CC(=CC=C1)N1N=C(C=2CN(CCC21)C)C(F)(F)F)=O)C)O N-(4-Acetamido-3-hydroxy-phenyl)-N-methyl-3-[5-methyl-3-(trifluoromethyl)-6,7-dihydro-4H-pyrazolo[4,3-c]pyridin-1-yl]benzamide